(rac-(2R,3S,4S)-4-(cyclopropylmethyl)-1-(1-(4-fluorophenyl)-1H-indazol-5-yl)-4-methyl-5-oxo-2-phenylpyrrolidin-3-yl)cyclopropanecarboxamide C1(CC1)C[C@]1([C@H]([C@@H](N(C1=O)C=1C=C2C=NN(C2=CC1)C1=CC=C(C=C1)F)C1=CC=CC=C1)C1(CC1)C(=O)N)C |r|